4,6-Difluoro-N-(2-((2S,3R)-2-methylpyrrolidin-3-yl)thieno[2,3-b]pyridin-4-yl)benzo[d]thiazol-5-amine FC1=C(C(=CC2=C1N=CS2)F)NC2=C1C(=NC=C2)SC(=C1)[C@H]1[C@@H](NCC1)C